C(C=C([2H])[2H])(=O)N (3,3-2H2)propan-2-Enamide